N1(CCCC2=NC=CC=C12)C(=O)C=1C=NC=C(C1)C1=CC=CC=C1 (3,4-dihydro-1,5-naphthyridin-1(2H)-yl)(5-phenylpyridin-3-yl)methanone